C(C)(C)(C)C1=CC=C(C=C1)C(CC(C)(N1N=CC=C1)C)C1=CC=C(C#N)C=C1 4-(1-(4-(tert-butyl)phenyl)-3-methyl-3-(1H-pyrazol-yl)butyl)benzonitrile